OC1=CC(=CC(=C1[C@H]1[C@@H](CCC(=C1)C)C(=C)C)OS(=O)(=O)[O-])CCCCC.[NH2+]1CCNCC1 piperazin-1-ium (1'R,2'R)-6-hydroxy-5'-methyl-4-pentyl-2'-(prop-1-en-2-yl)-1',2',3',4'-tetrahydro-[1,1'-biphenyl]-2-yl-sulfate